tert-butyl (R)-4-((S)-1-((tert-butyldimethylsilyl)oxy)ethyl)-1,2,3-oxathiazolidine-3-carboxylate 2,2-dioxide [Si](C)(C)(C(C)(C)C)O[C@@H](C)[C@@H]1N(S(OC1)(=O)=O)C(=O)OC(C)(C)C